C(CC=C)NC12CC(C1)(C2)C2=CC=NC=C2 N-(but-3-en-1-yl)-3-(pyridin-4-yl)bicyclo[1.1.1]pentan-1-amine